ClC1=C(C=CC(=C1)Cl)C=1C=CC(=NC1)C1CN(C1)C(CC[C@H]1NC(OC1)=O)=O (4R)-4-[3-[3-[5-(2,4-Dichlorophenyl)-2-pyridyl]azetidin-1-yl]-3-oxo-propyl]oxazolidin-2-one